2-((1r,5S,6S)-3-((S)-7-methyl-2-((S)-2-methylazetidin-1-yl)-5,7-dihydrofuro[3,4-d]pyrimidin-4-yl)-3-azabicyclo[3.1.1]heptane-6-yl)acetic acid C[C@@H]1OCC2=C1N=C(N=C2N2C[C@H]1C([C@@H](C2)C1)CC(=O)O)N1[C@H](CC1)C